BrC1=C(N(N=N1)C)C(=O)O bromo-3-methyl-triazole-4-carboxylic acid